2-(((4'-(6-chloro-2-(((3R,3aR,6R,6aR)-6-hydroxyhexahydrofuro[3,2-b]furan-3-yl)oxy)-1H-benzo[d]imidazol-5-yl)-[1,1'-biphenyl]-4-yl)methyl)(methyl)amino)-N,N,N-trimethylethan-1-aminium ClC=1C(=CC2=C(NC(=N2)O[C@H]2[C@@H]3[C@H](OC2)[C@@H](CO3)O)C1)C1=CC=C(C=C1)C1=CC=C(C=C1)CN(CC[N+](C)(C)C)C